((1S,6S)-6-(7-((tert-Butoxycarbonyl)oxy)-3,5-dichlorothieno[3,2-b]pyridin-2-yl)cyclohex-3-en-1-yl)carbamic acid tert-butyl ester C(C)(C)(C)OC(N[C@H]1CC=CC[C@@H]1C1=C(C2=NC(=CC(=C2S1)OC(=O)OC(C)(C)C)Cl)Cl)=O